1-[(5-Nitrofuran-2-yl)methyl]-4-[5-(trifluoromethyl)pyridin-2-yl]piperazine [N+](=O)([O-])C1=CC=C(O1)CN1CCN(CC1)C1=NC=C(C=C1)C(F)(F)F